(3-((1R,4r)-4-(2-((2S,4r,6R)-2,6-dimethylpiperidin-4-yl)ethoxy)cyclohexyl)-4,4-dimethyl-5-oxo-2-thioxoimidazolidin-1-yl)-3-(trifluoromethyl)pyridinecarbonitrile C[C@@H]1N[C@@H](CC(C1)CCOC1CCC(CC1)N1C(N(C(C1(C)C)=O)C1=C(C(=NC=C1)C#N)C(F)(F)F)=S)C